4-((5-fluoro-4-oxo-3H-pyrrolo[2,3-d]pyrimidin-7-yl)methyl)phenylphosphonic acid FC1=CN(C=2N=CNC(C21)=O)CC2=CC=C(C=C2)P(O)(O)=O